8-HYDROXY-QUINOLINE-5-CARBALDEHYDE OC1=CC=C(C=2C=CC=NC12)C=O